propenylbenzodiazole C(=CC)C1=NNC2=C1C=CC=C2